C1(CC1)C=1N=CC2=C(N1)NC=C2C2=CC=1N(C=C2)N=CC1C(=O)N[C@@H]1CC[C@H](CC1)OC 5-(2-cyclopropyl-7H-pyrrolo[2,3-d]pyrimidin-5-yl)-N-(trans-4-methoxycyclohexyl)pyrazolo[1,5-a]pyridine-3-carboxamide